ethyl (2Z,6R)-6-{[(2R,3R,5R,6S)-3,5-dihydroxy-6-methyloxan-2-yl]oxy}hept-2-enoate O[C@H]1[C@@H](O[C@H]([C@@H](C1)O)C)O[C@@H](CC\C=C/C(=O)OCC)C